2-((S)-quinuclidin-3-yl)ethyl-(S)-1-(4-fluorophenyl)-3,4-dihydroisoquinoline N12C[C@H](C(CC1)CC2)CC[C@@H]2N=C(C1=CC=CC=C1C2)C2=CC=C(C=C2)F